FC1=CC=C(C=C1)NC(=O)NC=1N=C(C2=C(N1)N=CC=C2)NCC=2C(=NC=CC2)C(F)(F)F 1-(4-fluorophenyl)-3-(4-(((2-(trifluoromethyl)pyridin-3-yl)methyl)amino)pyrido[2,3-d]pyrimidin-2-yl)urea